methyl (2Z)-2-iodo-3-methoxyacrylate I\C(\C(=O)OC)=C/OC